3-iodo-4-((Triisopropylsilyl)ethynyl)-1H-indazole IC1=NNC2=CC=CC(=C12)C#C[Si](C(C)C)(C(C)C)C(C)C